2-[4-(4-morpholinyl)-6-(3,4,5-trimethoxyphenyl)pyrimidin-2-ylamino]-4-methylthiazole-5-carboxylic acid ethyl ester C(C)OC(=O)C1=C(N=C(S1)NC1=NC(=CC(=N1)N1CCOCC1)C1=CC(=C(C(=C1)OC)OC)OC)C